ClC1=CC=C(C=C1)CNC(=O)C=1C(=NC(=CC1C)N1CCOCC1)C(CC)C N-[(4-Chlorophenyl)-methyl]-4-methyl-2-(1-methyl-propyl)-6-morpholin-4-yl-pyridine-3-carboxylic acid amide